OC1=CC=C(C=C1)C1=CC(=NN1)NC1=C(C=C(C=C1)NS(=O)(=O)C)C N-(4-((5-(4-hydroxyphenyl)-1H-pyrazol-3-yl)amino)-3-methylphenyl)methansulfonamid